bis(4-cyanooxyphenyl)propane tert-Butyl-3-(2-(1-oxo-2-((2-(trimethylsilyl)ethoxy)methyl)-1,2-dihydroisoquinolin-5-yl)ethoxy)propanoate C(C)(C)(C)OC(CCOCCC1=C2C=CN(C(C2=CC=C1)=O)COCC[Si](C)(C)C)=O.C(#N)OC1=CC=C(C=C1)C(C)(C)C1=CC=C(C=C1)OC#N